6-fluoro-1-isopropyl-4-methyl-3-(o-tolyl)-1,2-dihydroquinoline FC=1C=C2C(=C(CN(C2=CC1)C(C)C)C1=C(C=CC=C1)C)C